2-bromo-1-((2-(trimethylsilyl)ethoxy)methyl)-1H-imidazole-5-carbaldehyde BrC=1N(C(=CN1)C=O)COCC[Si](C)(C)C